FC1=C(C=C(C=C1C)C1=C(C=C(C=C1C)F)C)[C@H](CC(=O)OCC)NC(C(CC(C)C)N1C(C(=C(C(=C1)CCN(C)C)C(F)(F)F)F)=O)=O (3S)-ethyl 3-(4,4'-difluoro-2',5,6'-trimethylbiphenyl-3-yl)-3-(2-(5-(2-(dimethylamino)ethyl)-3-fluoro-2-oxo-4-(trifluoromethyl)pyridin-1(2H)-yl)-4-methylpentanamido)propanoate